C(C1=CC=CC=C1)N1CC(=CC2=CC=CC=C12)F 1-benzyl-3-fluoroquinolin